ClC=1C=C(NC2=C(C=C(C=C2)S(=O)(=O)NC)C=2N=CN(C2)C)C=CC1Cl 4-(3,4-Dichloroanilino)-N-methyl-3-(1-methylimidazol-4-yl)benzenesulfonamide